ClC1=C(NC2=NSC3=C2C=CC=C3)C=CC=C1C1=CC=CC=C1 3-(2-chloro-3-phenylanilino)benzisothiazole